C(CCCCCCCCCCC)OC1=CC=C(C=C1)N=NC12C(C=C(C=C1)OCCCCCCCCCCCC)O2 di-n-dodecyloxy-azobenzene oxide